(S)-(4-(benzyloxy)phenyl)(pyridin-2-yl)methanol C(C1=CC=CC=C1)OC1=CC=C(C=C1)[C@H](O)C1=NC=CC=C1